N-(3-((4-((2,3-dihydro-1H-inden-4-yl)amino)-7-methoxyquinazolin-6-yl)oxy)cyclobutyl)acrylamide C1CCC2=C(C=CC=C12)NC1=NC=NC2=CC(=C(C=C12)OC1CC(C1)NC(C=C)=O)OC